(S)-(5-((tert-butyldiphenylsilyl)oxy)-1-hydroxypentan-2-yl)carbamic acid tert-butyl ester C(C)(C)(C)OC(N[C@H](CO)CCCO[Si](C1=CC=CC=C1)(C1=CC=CC=C1)C(C)(C)C)=O